NC=1SC(=CN1)CNC(=O)C=1N=NN(C1)CC=1N=C2N(C=C(C=C2)C2CC2)C1 N-((2-aminothiazol-5-yl)methyl)-1-((6-cyclopropylimidazo[1,2-a]pyridin-2-yl)methyl)-1H-1,2,3-triazole-4-carboxamide